O=C1NC(CCC1N1C(C2=CC=C(C=C2C1=O)N1CCC(CC1)N1CCC(CC1)C=O)=O)=O 1'-(2-(2,6-dioxopiperidin-3-yl)-1,3-dioxoisoindolin-5-yl)-[1,4'-bipiperidine]-4-carbaldehyde